[Cl-].C(C1=CC=CC=C1)OC(=O)NCC1(C2CC[NH2+]CC12)C1=CC=NN1C 7-((((benzyloxy)carbonyl)amino)methyl)-7-(1-methyl-1H-pyrazol-5-yl)-3-azabicyclo[4.1.0]heptan-3-ium chloride